C(C)OC=1C(=CC2=C(C3=CC=CC=C3N=C2C1)NC1CCN(CC1)CC)OC 3-ethoxy-N-(1-ethylpiperidin-4-yl)-2-methoxyacridin-9-amine